C12CN(C(CC1)C2)C2=CC=C1C(=N2)NN=C1N 6-(3-azabicyclo[2.2.1]heptan-3-yl)-1H-pyrazolo[3,4-b]pyridin-3-amine